(2'S)-5-chloro-2'-methyl-1'-[(1-phenylpyrazol-4-yl)methyl]spiro[1H-isobenzofuran-3,4'-piperidine]-1-carboxylic acid ClC=1C=C2C(=CC1)C(OC21C[C@@H](N(CC1)CC=1C=NN(C1)C1=CC=CC=C1)C)C(=O)O